C1(=CC(=CC=C1)OC=1C=C(C=CC1)C1OCCO1)C 2-(3-(m-tolyloxy)phenyl)-1,3-dioxolane